3-(1,1-difluoro-2-((1R,3r,5S)-3-hydroxy-8-azabicyclo[3.2.1]octan-8-yl)-2-oxoethyl)-N-(3,4-difluoro-5-methylphenyl)-4-fluorobenzamide FC(C(=O)N1[C@H]2CC(C[C@@H]1CC2)O)(F)C=2C=C(C(=O)NC1=CC(=C(C(=C1)C)F)F)C=CC2F